7'-methyl-6'-(pyrimidin-2-yl)-3',4'-dihydro-1'h-spiro[pyrrolidine-3,2'-[1,8]naphthyridine] dihydrochloride Cl.Cl.CC1=C(C=C2CCC3(NC2=N1)CNCC3)C3=NC=CC=N3